COC1=CC=C2C(=C(NC2=C1)C(=O)N1CCC(CC1)C=1C=C2CN(C(C2=CC1)=O)C1C(NC(CC1)=O)=O)C 3-(5-(1-(6-Methoxy-3-methyl-1H-indole-2-carbonyl)piperidin-4-yl)-1-oxoisoindolin-2-yl)piperidine-2,6-dione